2-ethyl-1,3-Propylene Glycol C(C)C(CO)CO